borohydride Lithium [Li+].[BH4-]